methyl 3-(2-(((1S,3S)-3-((tert-butoxycarbonyl) amino) cyclopentyl) amino)-5-(trifluoromethyl) pyrimidin-4-yl)-7-(dimethylphosphoryl)-1H-indole-6-carboxylate C(C)(C)(C)OC(=O)N[C@@H]1C[C@H](CC1)NC1=NC=C(C(=N1)C1=CNC2=C(C(=CC=C12)C(=O)OC)P(=O)(C)C)C(F)(F)F